7-(2-fluoro-2-methylpropyl)-8-methyl-6,7,8,9-tetrahydro-3H-pyrazolo[4,3-f]isoquinoline FC(CN1CC2=CC=C3C(=C2CC1C)C=NN3)(C)C